3-(4-(4-chlorophenyl)-1H-pyrazol-1-yl)bicyclo[1.1.1]pentan-1-amine ClC1=CC=C(C=C1)C=1C=NN(C1)C12CC(C1)(C2)N